2-(4-(1-(tert-butyl)-3-(4-chloro-3-fluorophenyl)-1H-pyrrolo[2,3-b]pyridine-6-carbonyl)-3,3-dimethyl-2-oxopiperazin-1-yl)-N,N-dimethylacetamide C(C)(C)(C)N1C=C(C=2C1=NC(=CC2)C(=O)N2C(C(N(CC2)CC(=O)N(C)C)=O)(C)C)C2=CC(=C(C=C2)Cl)F